FC1(CN(C1)C1=NC=CC=C1C1=NC=C2N(C(N(C2=N1)CC1=CC=C(C=C1)C=1N(C=C(N1)C(F)(F)F)C)=O)C)F 2-(2-(3,3-difluoroazetidin-1-yl)pyridin-3-yl)-7-methyl-9-(4-(1-methyl-4-(trifluoromethyl)-1H-imidazol-2-yl)benzyl)-7,9-dihydro-8H-purin-8-one